4-(8-methyl-6-(2-(3-methylbenzylidene)hydrazinyl)-9-(2-methylpyridin-3-yl)-9H-purin-2-yl)morpholine CC=1N(C2=NC(=NC(=C2N1)NN=CC1=CC(=CC=C1)C)N1CCOCC1)C=1C(=NC=CC1)C